Cl.NC\C=C(\CN1N=NC2=C1C=C(C=C2C2=CC(=CC=C2)S(=O)(=O)C)C(=O)NC)/F (Z)-1-(4-amino-2-fluorobut-2-en-1-yl)-N-methyl-4-(3-(methylsulfonyl)phenyl)-1H-benzo[d][1,2,3]triazol-6-carboxamide hydrochloride